NC1=NC=CC=C1C1=CC(=NO1)CC1=CC=C(OC=2C=[N+](C=CN2)[O-])C=C1 3-(4-((5-(2-aminopyridin-3-yl)isoxazol-3-yl)methyl)phenoxy)pyrazine 1-oxide